7-(3-(5-fluoro-2-methylphenyl)-7,8-dihydro-1,6-naphthyridin-6(5H)-yl)-2-(1-methoxypropan-2-yl)-6-methyl-[1,2,4]triazolo[4,3-a]pyrimidin-3(2H)-one FC=1C=CC(=C(C1)C=1C=NC=2CCN(CC2C1)C1=NC=2N(C=C1C)C(N(N2)C(COC)C)=O)C